C(C)(C)(C)OC(=O)N1CCC(CC1)C=1NC=C(N1)C(F)(F)F.CC1=C(C=CC=C1)NCCNC1=C(C=CC=C1)C 1,2-bis[(2-methyl-phenyl)amino]ethane tert-Butyl-4-(4-(trifluoromethyl)-1H-imidazol-2-yl)piperidine-1-carboxylate